6-isopropyl-3-oxo-2-[5-(trifluoromethyl)-2-pyridinyl]-2,3-dihydropyridazine-4-carboxylic acid C(C)(C)C=1C=C(C(N(N1)C1=NC=C(C=C1)C(F)(F)F)=O)C(=O)O